C12C3CC(CC31)CC2 Tricyclo[2.2.2.02,6]octane